tributylgermanium C(CCC)[Ge](CCCC)CCCC